N-(1-(2-(4'-chloro-[1,1'-biphenyl]-2-yl)hydrazine-1-carbonyl)cyclobutyl)-3-(difluoromethyl)-1-methyl-1H-pyrazole-4-carboxamide ClC1=CC=C(C=C1)C1=C(C=CC=C1)NNC(=O)C1(CCC1)NC(=O)C=1C(=NN(C1)C)C(F)F